OCCN(CCCCCCCCC(=O)OC(CC)CC)CCCCC(=O)OC(CCCCCCCCC)CCCCCCCCC Pentan-3-yl 9-((2-hydroxyethyl)(5-(nonadecan-10-yloxy)-5-oxopentyl)amino)nonanoate